C(C)(C)(C)OC(=O)N1C(CCC1)C=CC(=O)OC 2-(3-methoxy-3-oxoprop-1-en-1-yl)pyrrolidine-1-carboxylic acid tert-butyl ester